BrC1=C(C=C(C(=C1[N+](=O)[O-])C)C)C bromo-1,4,5-trimethyl-3-nitrobenzene